C1(CC1)C1=NNC(=C1C(F)(F)F)C(=O)OCC 3-cyclopropyl-5-(ethoxycarbonyl)-4-(trifluoromethyl)-1H-pyrazol